4-bromo-6-butyl-1H-pyrrolo[2,3-c]Pyridin-7(6H)-one BrC=1C2=C(C(N(C1)CCCC)=O)NC=C2